4-bromo-2-fluoro-5-(methoxymethyl)benzoic acid methyl ester COC(C1=C(C=C(C(=C1)COC)Br)F)=O